1-[2-(Benzoyloxy)ethyl]-5'-O-[bis(4-methoxyphenyl)(phenyl)methyl]-2'-O-{(2-cyanoethoxy)[di(propan-2-yl)amino]phosphanyl}-3'-deoxyinosine C(C1=CC=CC=C1)(=O)OCCN1C(C=2N=CN([C@H]3[C@H](OP(N(C(C)C)C(C)C)OCCC#N)C[C@@H](COC(C4=CC=CC=C4)(C4=CC=C(C=C4)OC)C4=CC=C(C=C4)OC)O3)C2N=C1)=O